ClC=1C(=C(C=CC1)[C@@H]1[C@H](C1)C(=O)OCC)[N+](=O)[O-] |r| rac-ethyl (1S*,2S*)-2-(3-chloro-2-nitrophenyl)cyclopropane-1-carboxylate